4-(4'-(1H-1,2,3-triazol-1-yl)-[1,1'-biphenyl]-4-yl)-1H-1,2,3-triazole-5-carboxylic acid N1(N=NC=C1)C1=CC=C(C=C1)C1=CC=C(C=C1)C=1N=NNC1C(=O)O